N-(5-(2-methoxyethoxy)-4'-((4-methyl-6-(methylsulfonyl)pyridin-2-yl)amino)-[2,3'-bipyridin]-6'-yl)acetamide COCCOC=1C=CC(=NC1)C=1C=NC(=CC1NC1=NC(=CC(=C1)C)S(=O)(=O)C)NC(C)=O